3-methacryloyloxypropyl-trimethoxysilane Copper-chromium-tungsten [W].[Cr].[Cu].C(C(=C)C)(=O)OCCC[Si](OC)(OC)OC